C1(CC1)C1=NC2=CC=C(C(=C2NC1=O)F)CN1CCN(CC1)C=1C=CC(=NC1)C(=O)NC 5-[4-[(2-cyclopropyl-5-fluoro-3-oxo-4H-quinoxalin-6-yl)methyl]piperazin-1-yl]-N-methyl-pyridine-2-carboxamide